tert-butyl 4-[4-[3-[3-[[ethyl(methyl)sulfamoyl]amino]-2,6-difluoro-benzoyl]-1H-pyrrolo[2,3-b]pyridin-5-yl]-2-oxo-1-pyridyl]piperidine-1-carboxylate C(C)N(S(=O)(=O)NC=1C(=C(C(=O)C2=CNC3=NC=C(C=C32)C3=CC(N(C=C3)C3CCN(CC3)C(=O)OC(C)(C)C)=O)C(=CC1)F)F)C